1-(2-oxo-2-phenyl-ethoxy)-ethyl-2-oxo-2-phenylacetate O=C(COC(C)C1=C(C=CC=C1)C(C(=O)[O-])=O)C1=CC=CC=C1